Ethyl 2-({[2-fluoro-5-(trifluoromethyl)phenyl]-carbamoyl}oxy)acetate FC1=C(C=C(C=C1)C(F)(F)F)NC(=O)OCC(=O)OCC